N-(7-methoxy-6-(4-methoxyphenyl)-2,3-diphenylpyrazolo[1,5-a]pyrimidin-5-yl)-[1,2,4]triazolo[1,5-c]pyrimidin-7-amine COC1=C(C(=NC=2N1N=C(C2C2=CC=CC=C2)C2=CC=CC=C2)NC2=CC=1N(C=N2)N=CN1)C1=CC=C(C=C1)OC